4-(4-(ethylsulfonyl)phenyl)butanoic acid C(C)S(=O)(=O)C1=CC=C(C=C1)CCCC(=O)O